6-oxo-5,6-dihydro-1,5-naphthyridin-2-carbonitrile O=C1NC=2C=CC(=NC2C=C1)C#N